N-[1-[2-Fluoro-4-(trifluoromethyl)phenyl]ethyl]acetamide FC1=C(C=CC(=C1)C(F)(F)F)C(C)NC(C)=O